tert-butyl 6-hydroxyoctahydroisoquinoline-2(1H)-carboxylate OC1CC2CCN(CC2CC1)C(=O)OC(C)(C)C